FC1=NC=CC2=C1CC1CCC2N1C(=O)NC1=CC=C(C=C1)C1=CN=CO1 1-fluoro-N-(4-(oxazol-5-yl)phenyl)-6,7,8,9-tetrahydro-5H-5,8-epiminocyclohepta[c]-pyridine-10-carboxamide